C1(=CC=CC=C1)C1=C(C=C(C=2[SH+]C3=C(C21)C=CC=C3C)C)CC3=CC=C(C=C3)OC phenyl-2-[(4-methoxyphenyl)]methyl-4,6-dimethyldibenzothiophenium